8-(Boc)-1,8-diazaspiro(4.5)decane oxalate C(C(=O)O)(=O)O.C(=O)(OC(C)(C)C)N1CCC2(CCCN2)CC1